C(C=C)(=O)OCCCCCCCCCCCN1C(NC(C=C1)=O)=O 11-(2,4-dioxo-1,2,3,4-tetrahydropyrimidin-1-yl)undecyl prop-2-enoate